[Si](C)(C)(C(C)(C)C)O[C@@H]1C(NCC1)=O (3S)-3-[tert-butyl(dimethyl)silyl]oxypyrrolidin-2-one